FC1CC(N(C1)C(CC1=CNC2=CC=CC=C12)=O)C(=O)NC(C1=CC=C(C=C1)C(C)C)C1=CC=CC=C1 4-fluoro-1-[2-(1H-indol-3-yl)acetyl]-N-{phenyl[4-(propan-2-yl)phenyl]methyl}pyrrolidine-2-carboxamide